6-phenyl-4-(pyridin-4-yl)-1,3,5-triazin-2(1H)-one C1(=CC=CC=C1)C1=NC(=NC(N1)=O)C1=CC=NC=C1